S1C(=NC2=C1C=CC=C2)NC(=O)C=2C=CC=C1CCN(CC21)C2=CC=C(C(=N2)C(=O)O)C=2C(=NN(C2C)CC2=CC=CC=C2)C 6-[8-(1,3-benzothiazol-2-ylcarbamoyl)-3,4-dihydroisoquinolin-2(1H)-yl]-3-(1-benzyl-3,5-dimethyl-1H-pyrazol-4-yl)pyridine-2-carboxylic acid